FC(C1=CC=C(C=N1)CC1=CC=C2CCN(CC2=C1)C(C=C)=O)(F)F 1-(7-((6-(trifluoromethyl)pyridin-3-yl)methyl)-3,4-dihydroisoquinolin-2(1H)-yl)prop-2-en-1-one